CC1(C2CC=C(C1C2)CCC=O)C 3-(7,7-dimethyl-4-bicyclo[3.1.1]hept-3-enyl)propanal